bis[4-hydroxyphenyl]-phenylsulfonium perfluoromethane-sulfonate FC(S(=O)(=O)[O-])(F)F.OC1=CC=C(C=C1)[S+](C1=CC=CC=C1)C1=CC=C(C=C1)O